OCC1CCN(CC1)C1=CC(=C(C=C1)N1C(CCCC1=O)=O)C (4-(4-(hydroxymethyl)piperidin-1-yl)-2-methylphenyl)piperidine-2,6-dione